2,6-dimethylpropylnaphthalene CC(CC1=CC=CC2=CC(=CC=C12)C)C